BrC1=CC(=C(CCNC(C)=O)C=C1OC)OC N-(4-bromo-2,5-dimethoxyphenethyl)acetamide